OC1CC(C1)NC(C1=NC(=CC=C1)C)=O N-((1s,3s)-3-hydroxycyclobutyl)-6-methylpicolinamide